ditolyl-m-nitrobenzaldehyde C1(=C(C=CC=C1)C1=C(C(=C(C=O)C=C1)C1=C(C=CC=C1)C)[N+](=O)[O-])C